C/C(/C(=O)OC)=C\C1=CC=NC=C1 methyl (E)-2-methyl-3-(pyridin-4-yl)acrylate